COCOC=1C(=NC(=CC1)C)C1=CC(N(C=C1)C)=O 3-(methoxymethoxy)-1',6-dimethyl-[2,4'-bipyridin]-2'(1'H)-one